trans-6,8-dimethyl-N-(3-methyl-4-((6-methylpyridin-3-yl)oxy)phenyl)-5,6,7,8-tetrahydropyrido[4',3':4,5]thieno[2,3-d]pyrimidin-4-amine C[C@@H]1CC2=C(SC=3N=CN=C(C32)NC3=CC(=C(C=C3)OC=3C=NC(=CC3)C)C)[C@H](N1)C